C(C)(C)(C)OC(=O)NCC1=CC(=C(C=C1)NC(=O)C1=CC2=C(OCCC3=C2SC=C3)C=C1C=1C(=NC(=C(C1)C)C(NCCC)=O)C(=O)OC)C methyl 3-(9-((4-(((tert-butoxycarbonyl)amino)methyl)-2-methylphenyl)carbamoyl)-4,5-dihydrobenzo[b]thieno[2,3-d]oxepin-8-yl)-5-methyl-6-(propylcarbamoyl)picolinate